ClC1=CC(=CC=2N(C(=NC21)CCl)CC2(CC2)CC#N)C(=O)OC methyl 4-chloro-2-(chloromethyl)-1-((1-(cyanomethyl)cyclopropyl)methyl)-1H-benzo[d]imidazole-6-carboxylate